OC[C@@H]1NC[C@H](NC1)C (2R,5R)-5-(hydroxymethyl)-2-methylpiperazin